O=C1NC(CCC1N1C(C2=CC=CC(=C2C1=O)NC1CCN(CC1)C(=O)OC(C)(C)C)=O)=O Tert-butyl 4-[[2-(2,6-dioxo-3-piperidyl)-1,3-dioxo-isoindolin-4-yl]amino]piperidine-1-carboxylate